diisopropylaminoethyl methacrylate C(C(=C)C)(=O)OCCN(C(C)C)C(C)C